C(#N)C1=C(C(=O)O)C=CC(=C1)N1[C@@H]2C[C@H]([C@H](C1)C2)OCC=2C(=NOC2C2CC2)C2=C(C=CC=C2Cl)Cl 2-cyano-4-[(1S,4S,5R)-5-{[5-cyclopropyl-3-(2,6-dichlorophenyl)-1,2-oxazol-4-yl]methoxy}-2-azabicyclo[2.2.1]heptan-2-yl]benzoic acid